5-(azetidin-3-yl)-3-(2-hydroxyphenyl)-7H-imidazo[4,5-c]pyridazin-6-one N1CC(C1)N1C(NC=2N=NC(=CC21)C2=C(C=CC=C2)O)=O